C(C)N1N=C(C=C1)N 1-ethyl-1H-pyrazol-3-amine